ClC=1C=C(C=CC1F)NC(N(CC1=CN=C(C2=CC=CC=C12)OC)CCOC)=O (S)-3-(3-chloro-4-fluorophenyl)-1-(2-methoxyethyl)-1-((1-methoxyisoquinolin-4-yl)methyl)urea